N[C@@H](CO)C(=O)NCC(=O)N[C@@H](CS)C(=O)O N-seryl-glycyl-cysteine